N=1C=C(N2C1C=CC=C2)C(=O)N2CC1=C(CC2)C(=CS1)C(=O)NC=1C=NC=C(C1)OC(F)(F)F 6-(imidazo[1,2-a]pyridine-3-carbonyl)-N-(5-(trifluoromethoxy)pyridin-3-yl)-4,5,6,7-tetrahydrothieno[2,3-c]pyridine-3-carboxamide